C(C)N1C([C@H](CC1)C1=CC=2C(=NC=CC2NC=2C=CC3=C(N=CS3)C2F)S1)(C)C (S)-N-(2-(1-ethyl-2,2-dimethylpyrrolidin-3-yl)thieno[2,3-b]pyridin-4-yl)-4-fluorobenzo[d]thiazol-5-amine